2,3,4,5,6-pentafluoro-2',4',6'-triisopropyl-1,1'-biphenyl FC1=C(C(=C(C(=C1F)F)F)F)C1=C(C=C(C=C1C(C)C)C(C)C)C(C)C